C1(CC1)[C@@H]1[C@@H](N1C)C(=O)OCC Ethyl (2R,3R)-3-Cyclopropyl-1-Methylaziridine-2-Carboxylate